2-(ethylthio)-N,N-dimethyl-3-(5-(2,2,3,3,3-pentafluoropropoxy)pyrazin-2-yl)pyrazolo[1,5-a]pyrimidin-7-amine C(C)SC1=NN2C(N=CC=C2N(C)C)=C1C1=NC=C(N=C1)OCC(C(F)(F)F)(F)F